Racemic-tert-butyl methyl((6-(pyrimidin-2-yl)isochroman-1-yl)methyl)carbamate CN(C(OC(C)(C)C)=O)C[C@@H]1OCCC2=CC(=CC=C12)C1=NC=CC=N1 |r|